1-(2-Aminoethyl)-4-(2-chloro-5-methylpyrimidin-4-yl)-1H-pyrrole-2-carboxylic acid methyl ester COC(=O)C=1N(C=C(C1)C1=NC(=NC=C1C)Cl)CCN